7-[5-(4-chloro-phenyl)-7-pentyl-7H-pyrrolo[2,3-d]Pyrimidine-4-oxy]-4-methylcoumarin ClC1=CC=C(C=C1)C1=CN(C=2N=CN=C(C21)OC2=CC=C1C(=CC(OC1=C2)=O)C)CCCCC